4-(5-cyano-2-methoxyphenyl)-N-(5-(2-methoxycyclopropane-1-carbonyl)-4,5,6,7-tetrahydrothiazolo[5,4-c]pyridin-2-yl)-6-methylnicotinamide C(#N)C=1C=CC(=C(C1)C1=CC(=NC=C1C(=O)NC=1SC=2CN(CCC2N1)C(=O)C1C(C1)OC)C)OC